C1=C(C=CC2=CC=CC=C12)N1C=CC(C2=CC=CC=C12)=O 2-naphthylquinolin-4(1H)-one